OCC1C2CN(CC12)C1=CC2=C(CC(O2)(C)C)C=C1NC(=O)C=1C=NN2C1N=CC=C2 N-(6-(6-(hydroxymethyl)-3-azabicyclo[3.1.0]hexan-3-yl)-2,2-dimethyl-2,3-dihydrobenzofuran-5-yl)pyrazolo[1,5-a]pyrimidine-3-carboxamide